10-(3-(benzyloxy)cyclobutyl)-5-chloro-4-fluoro-2-(methylsulfinyl)-9,10-dihydro-8H-7-oxa-1,3,6,10-tetraazacyclohepta[de]naphthalene C(C1=CC=CC=C1)OC1CC(C1)N1CCOC2=NC(=C(C=3N=C(N=C1C23)S(=O)C)F)Cl